dimethyldiketone CC(C(=O)C)=O